4-[3-(3-tert-butylpiperazin-1-yl)-1,2,4-triazin-6-yl]-7-(3-methylpyrazol-1-yl)-1-{[2-(trimethylsilyl)ethoxy]methyl}indazole C(C)(C)(C)C1CN(CCN1)C=1N=NC(=CN1)C1=C2C=NN(C2=C(C=C1)N1N=C(C=C1)C)COCC[Si](C)(C)C